5-((cyclopropylmethyl)thio)-N-(1,3-dihydroxy-2-methylpropan-2-yl)-2-methylbenzofuran-3-carboxamide C1(CC1)CSC=1C=CC2=C(C(=C(O2)C)C(=O)NC(CO)(CO)C)C1